(2S,3R,4R,5S)-1-(2-([1,1'-biphenyl]-4-yl)ethyl)-3,4,5-tris(benzyloxy)-2-((benzyloxy)methyl)piperidine C1(=CC=C(C=C1)CCN1[C@H]([C@H]([C@@H]([C@H](C1)OCC1=CC=CC=C1)OCC1=CC=CC=C1)OCC1=CC=CC=C1)COCC1=CC=CC=C1)C1=CC=CC=C1